[La+3].[Sr+2].[Mn](=O)([O-])[O-] manganite strontium lanthanum